ClC=1C=CC(=C(C1)N1C(SCC1=O)=N)C(F)(F)F 3-(5-chloro-2-(trifluoromethyl)phenyl)-2-iminothiazolidin-4-one